The molecule is a heptadienal that is hepta-2,4-dienal substituted by an oxo group at position 6 and a methyl group at position 2. It is a heptadienal, a methyl ketone and an enone. CC(=O)/C=C/C=C(\\C)/C=O